(Z)-tetradec-9-en-1-ylacetate C(CCCCCCC\C=C/CCCC)CC(=O)[O-]